6-(5-(4-(dimethoxymethyl)piperidin-1-yl)pyrazin-2-yl)-1-fluoro-3-(tetrahydro-2H-pyran-2-yl)-3,8,9,10-tetrahydrocyclohepta[e]indazole COC(C1CCN(CC1)C=1N=CC(=NC1)C1=CCCCC=2C=3C(=NN(C3C=CC21)C2OCCCC2)F)OC